8-(3-(pyridin-4-yl)-2,6-naphthyridin-1-yl)-2,8-diazaspiro[4.5]decane-2-carboxylic acid tert-butyl ester C(C)(C)(C)OC(=O)N1CC2(CC1)CCN(CC2)C2=NC(=CC1=CN=CC=C21)C2=CC=NC=C2